N-(3,3-difluorocyclopentyl)-3-(2-((1-hydroxy-2-methylpropan-2-yl)amino)-2-oxoacetyl)-2-methyl-5,6,7,8-tetrahydroindolizine-1-carboxamide FC1(CC(CC1)NC(=O)C=1C(=C(N2CCCCC12)C(C(=O)NC(CO)(C)C)=O)C)F